[C@@H]12N(C[C@@H](NC1)C2)C(=O)OC(C)(C)C (1s,4s)-tert-butyl 2,5-diazabicyclo[2.2.1]heptan-2-carboxylate